trimethylacetamide CC(C(=O)N)(C)C